2-[4-(1-methyl-1H-pyrazol-5-yl)-1-piperidinyl]-6-azaspiro[3.4]octane-6-carboxylic acid ethyl ester citrate C(CC(O)(C(=O)O)CC(=O)O)(=O)O.C(C)OC(=O)N1CC2(CC(C2)N2CCC(CC2)C2=CC=NN2C)CC1